N-(5-bromo-4-((2-(1,1-difluoroethyl)-6-methylpyridin-4-yl)amino)pyridin-2-yl)acetamide BrC=1C(=CC(=NC1)NC(C)=O)NC1=CC(=NC(=C1)C)C(C)(F)F